Cl.N[C@@H]1[C@H](CCC1)OC=1C=C2CN(C(C2=CC1)=O)N1C(CCCC1=O)=O (5-(((1S,2S)-2-aminocyclopentyl)oxy)-1-oxoisoindolin-2-yl)piperidine-2,6-dione HCl